ClC=1C=C(C=C2C(=C(C=NC12)C#N)NC1=CC(=C(C=C1)F)Cl)NC(C=1N=NN(C1)[C@H]1CN(CC1)C(=O)OCC1=CC=CC=C1)C=1C=NC=CC1 benzyl (3R)-3-(4-(((8-chloro-4-((3-chloro-4-fluorophenyl)amino)-3-cyanoquinolin-6-yl)amino)(pyridin-3-yl)methyl)-1H-1,2,3-triazol-1-yl)pyrrolidine-1-carboxylate